CCl.CNN(C(C(=C)CCC)=O)NC N,N-dimethylaminopropylacrylamide methyl chloride salt